(2-(4-((tert-butoxycarbonyl)amino)phenyl)oxazole-4-carbonyl)-L-serine C(C)(C)(C)OC(=O)NC1=CC=C(C=C1)C=1OC=C(N1)C(=O)N[C@@H](CO)C(=O)O